2-chloro-3-methoxyisonicotinonitrile ClC=1C(=C(C#N)C=CN1)OC